NCCOC=1C=C(OCC(C(C)C)O)C=CC1 1-(3-(2-aminoethoxy)phenoxy)-3-methylbutan-2-ol